4-(((3R,5S)-1-((2-acetamidothiazol-5-yl)methyl)-5-methylpyrrolidin-3-yl)oxy)furo[3,2-c]pyridine-2-carboxamide C(C)(=O)NC=1SC(=CN1)CN1C[C@@H](C[C@@H]1C)OC1=NC=CC2=C1C=C(O2)C(=O)N